6-((2,6-dimethylpyrimidin-4-yl)amino)-1-(3-fluoro-2-methoxyphenyl)-1,2-dihydro-3H-pyrazolo[4,3-c]pyridin-3-one CC1=NC(=CC(=N1)NC1=CC2=C(C=N1)C(NN2C2=C(C(=CC=C2)F)OC)=O)C